tert-Butyl (2-((N-(2-oxo-2-((2'-oxo-1,1',2',3-tetrahydrospiro[indene-2,3'-pyrrolo[2,3-b]pyridin]-5-yl)amino)ethyl)pivalamido)methyl)phenyl)carbamate O=C(CN(C(C(C)(C)C)=O)CC1=C(C=CC=C1)NC(OC(C)(C)C)=O)NC=1C=C2CC3(C(NC4=NC=CC=C43)=O)CC2=CC1